(3S)-3-[(1R)-1-[4-[(2-cyclopropyl-6-methyl-4-pyridinyl)oxymethyl]phenyl]ethyl]-3-methyl-pyrrolidine-2,5-dione hydrobromide monohydrate O.Br.C1(CC1)C1=NC(=CC(=C1)OCC1=CC=C(C=C1)[C@@H](C)[C@]1(C(NC(C1)=O)=O)C)C